2-({4-[(2-{[4-fluoro-2-(trifluoromethyl)phenoxy]methyl}pyrimidin-4-yl)oxy]piperidin-1-yl}methyl)-1-{[(2S)-oxetan-2-yl]methyl}-1H-1,3-benzodiazole-6-carboxylic acid FC1=CC(=C(OCC2=NC=CC(=N2)OC2CCN(CC2)CC2=NC3=C(N2C[C@H]2OCC2)C=C(C=C3)C(=O)O)C=C1)C(F)(F)F